C=C1COC(OC1)=O 5-methylene-1,3-dioxan-2-one